1-(4-(4-chloro-3,5-difluoro-1H-indole-2-carbonyl)piperazin-1-yl)ethan-1-one ClC1=C2C(=C(NC2=CC=C1F)C(=O)N1CCN(CC1)C(C)=O)F